(2'S,4R,4'S)-3,7'-dimethyl-1,2'-diphenyl-1'-tosyl-4'-vinyl-1',4'-dihydro-2'H-spiro[pyrazole-4,3'-quinolin]-5(1H)-one CC1=NN(C([C@]12[C@@H](N(C1=CC(=CC=C1[C@@H]2C=C)C)S(=O)(=O)C2=CC=C(C)C=C2)C2=CC=CC=C2)=O)C2=CC=CC=C2